OC(CN(C1=CC=C(C=C1)C)CC(C)O)C N,N-bis-(2-Hydroxypropyl)-p-toluidine